O-[(3,5-dichlorobenzyl)methyl]hydroxylamine ClC=1C=C(CCON)C=C(C1)Cl